C1(=CC=CC=C1)N(C(=O)N1[C@@H]([C@H]2CC[C@@H](C1)N2C(N(C)CC2=C(C=CC=C2)F)=O)C(=O)O)C2=CC=CC=C2 (1R,2S,5S)-3-(diphenylcarbamoyl)-8-((2-fluorobenzyl)(methyl)carbamoyl)-3,8-diazabicyclo[3.2.1]octane-2-carboxylic acid